2,4-dibromo-N-(4-cyclopropyl-1-(phenyl-amino)butan-2-yl)-5-methoxybenzenesulfonamide BrC1=C(C=C(C(=C1)Br)OC)S(=O)(=O)NC(CNC1=CC=CC=C1)CCC1CC1